ClC=1C=C(C=CC1F)S(=O)(=O)Cl 3-chloro-4-fluoro-benzenesulfonyl chloride